C(#N)C1=C(C=C(C=C1)N1CC(N(CC1C)C(=O)[O-])C)C(F)(F)F 4-(4-cyano-3-(trifluoromethyl) phenyl)-2,5-dimethylpiperazine-1-carboxylate